C1(CCC1)N(C(OC(C)(C)C)=O)[C@H]1CN(CC1)C=1N=NC(=CC1)C1=C(C=C(C(=C1)F)C1=CN=C(S1)C)OCOC tert-butyl N-cyclobutyl-N-[(3R)-1-{6-[5-fluoro-2-(methoxymethoxy)-4-(2-methyl-1,3-thiazol-5-yl)phenyl]pyridazin-3-yl}pyrrolidin-3-yl]carbamate